1-(cyclopropylmethyl)-3-(2-methyl-5-nitrophenyl)-1H-pyrazole C1(CC1)CN1N=C(C=C1)C1=C(C=CC(=C1)[N+](=O)[O-])C